O=C1N=C2N=C(NC(C2=N1)=O)N 8-Oxo-guanin